NC=1N=NC(=CC1N1CC(OCC1)C1=CC(=C(C(=O)[O-])C=C1)C)Cl 4-(4-(3-amino-6-chloropyridazin-4-yl)morpholin-2-yl)-2-methylbenzoate